2-[(4-phenylbutyl)oxy]ethan-1-amine C1(=CC=CC=C1)CCCCOCCN